4,4'-Bis(triethoxysilyl)-1,1'-biphenyl C(C)O[Si](C1=CC=C(C=C1)C1=CC=C(C=C1)[Si](OCC)(OCC)OCC)(OCC)OCC